3-phenyl-1,1,3,5,5-pentamethyl trisiloxane Allyl 3-((cis)-6,6-difluorohexahydropyrrolo[3,2-b]pyrrol-1(2H)-yl)-1-methylcyclobutanecarboxylate hydrochloride Cl.FC1(CN[C@@H]2[C@H]1N(CC2)C2CC(C2)(C(=O)OCC=C)C)F.C2(=CC=CC=C2)[Si](O[SiH](C)C)(O[SiH](C)C)C